NC1=CC=C(C=C1)S(=O)(=O)N(CCCO[C@H]1O[C@H]2[C@@]34C([C@@H](CC[C@H]3[C@H]1C)C)CC[C@@](OO4)(O2)C)C2=NC(=CC(=N2)C)C 4-Amino-N-(4,6-dimethylpyrimidin-2-yl)-N-(3-(((3R,6R,8aS,9R,10S,12R,12aR)-3,6,9-trimethyldecahydro-12H-3,12-epoxy[1,2]dioxepino[4,3-i]isochromen-10-yl)oxy)propyl)benzenesulfonamide